FC1(OC2=C(O1)C=CC(=C2)[C@H](C)OC=2C=C(C=CC2)N2N=C(C=1CCCC(C21)O[C@@H]2CC[C@H](CC2)C(=O)OCC)C(F)(F)F)F ethyl trans-4-((1-(3-((S)-1-(2,2-difluorobenzo[d][1,3]dioxol-5-yl)ethoxy)phenyl)-3-(trifluoromethyl)-4,5,6,7-tetrahydro-1H-indazol-7-yl)oxy)cyclohexane-1-carboxylate